N-(6-amino-5-ethylpyridin-3-yl)-2-((2R,5S)-5-methyl-2-(2-(1-methylpiperidin-4-yl)benzo[d]thiazol-5-yl)piperidin-1-yl)-2-oxoacetamide NC1=C(C=C(C=N1)NC(C(=O)N1[C@H](CC[C@@H](C1)C)C=1C=CC2=C(N=C(S2)C2CCN(CC2)C)C1)=O)CC